NC1=NC=C(C=C1C(=O)NC(C)C)Br 2-amino-5-bromo-N-(propan-2-yl)pyridine-3-carboxamide